14-((2-(2,6-dioxopiperidine-3-yl)-1-oxoisoindoline-4-yl)thio)-3,6,9,12-tetraoxatetradecanoic acid O=C1NC(CCC1N1C(C2=CC=CC(=C2C1)SCCOCCOCCOCCOCC(=O)O)=O)=O